C(C)S(=O)(=O)C=1C=C(C=NC1C=1OC2=C(N1)C=C(C=C2)SC(F)(F)F)N=S(=O)(C)C [5-ethylsulfonyl-6-[5-(trifluoromethylsulfanyl)-1,3-benzoxazol-2-yl]-3-pyridyl]imino-dimethyl-oxo-λ6-sulfane